5-bromopicolinimidamide hydrochloride salt Cl.BrC=1C=CC(=NC1)C(N)=N